C(C1=CC=CC=C1)OC1=CC(=C(C=2CCOC21)I)CO (7-(benzyloxy)-4-iodo-2,3-dihydrobenzofuran-5-yl)methanol